N-(trifluoromethyl-sulfonyloxy)phthalimide FC(S(=O)(=O)ON1C(C=2C(C1=O)=CC=CC2)=O)(F)F